BrC1=C(SC=2C1=NC(=CC2N(CC=2SC=CC2)C(=O)OC(C)(C)C)Cl)C2CCN(CCC2O)C(=O)OC(C)(C)C tert-butyl 4-(3-bromo-7-((tert-butoxycarbonyl)(thiophen-2-ylmethyl)amino)-5-chlorothieno[3,2-b]pyridin-2-yl)-5-hydroxyazepane-1-carboxylate